4-(4-methoxyphenyl)-1H-1,2,3-triazole-5-carboxylic acid COC1=CC=C(C=C1)C=1N=NNC1C(=O)O